[N+]1(=CC=CC=C1)CC(CS(=O)(=O)[O-])OC(C(=C)C)=O 3-Pyridinio-2-methacryloyloxypropane-1-sulfonate